CC(C)CNC(=O)C1=CC=CC=C1 N-isobutylbenzamide